C1(CC1)COC1=C(C=CC(=C1F)F)CNC(=O)C=1C(=NC=C(C1)C=1C=CC=2N(N1)C=C(N2)NC(C)=O)C N-{[2-(cyclopropylmethoxy)-3,4-difluorophenyl]methyl}-5-{2-acetamidoimidazo[1,2-b]pyridazin-6-yl}-2-methylpyridine-3-carboxamide